(S)-N-(7-((4-hydroxy-1,1-dioxido-tetrahydro-2H-thiopyran-4-yl)ethynyl)-5-methyl-4-oxo-2,3,4,5-tetrahydrobenzo[b][1,4]oxazepin-3-yl)-4-phenoxypicolinamide OC1(CCS(CC1)(=O)=O)C#CC1=CC2=C(OC[C@@H](C(N2C)=O)NC(C2=NC=CC(=C2)OC2=CC=CC=C2)=O)C=C1